8-(3-(4-(1H-pyrazol-4-yl)phenyl)-5-chloropyridin-4-yl)-2,8-diazaspiro[4.5]decan-1-one N1N=CC(=C1)C1=CC=C(C=C1)C=1C=NC=C(C1N1CCC2(CCNC2=O)CC1)Cl